OC1=CC=C(C=C1)C1(C(NC2=C(C=CC=C12)C(F)(F)F)=O)N1CC2(CC2)CC1 3-(4-hydroxyphenyl)-3-(5-azaspiro[2.4]heptan-5-yl)-7-trifluoromethylindolin-2-one